(E)-N-(2,6-dioxopiperidin-3-yl)-2-(2-(4-((1-(4-(1-(4-hydroxyphenyl)-2-phenylbut-1-en-1-yl)phenyl)piperidin-4-yl)methyl)piperazin-1-yl)pyridin-4-yl)-N-methylacetamide O=C1NC(CCC1N(C(CC1=CC(=NC=C1)N1CCN(CC1)CC1CCN(CC1)C1=CC=C(C=C1)/C(=C(/CC)\C1=CC=CC=C1)/C1=CC=C(C=C1)O)=O)C)=O